CN1CCC(CC1)OCC1=CC=C(C=C1)CN (4-(((1-methylpiperidin-4-yl)oxy)methyl)phenyl)methanamine